C1(CC2C(CC1)O2)CC[Si](OC)(OC)OC beta-(3,4-epoxycyclohexyl)-ethyltrimethoxysilane